FC1=C(C=CC(=C1)F)N1C(NC(=C1C1=CC(=CC=C1)OC)C1=CC(=CC=C1)OC)(C1(N=C(C(=N1)C1=CC(=CC=C1)OC)C1=CC(=CC=C1)OC)C1=C(C=CC(=C1)F)F)C1=C(C=CC(=C1)F)F 2,4-difluorophenyl-2,2'-bis-(2,5-difluorophenyl)-4,4',5,5'-tetrakis-(3-methoxyphenyl)-biimidazole